CC=1C=C(C=NNC2=C3N=CN(C3=NC(=N2)N2CCOCC2)CC(=O)C2=CC=C(C#N)C=C2)C=CC1 4-(2-(6-(2-(3-methylbenzylidene)hydrazinyl)-2-morpholino-9H-purin-9-yl)acetyl)benzonitrile